C(C)(C)(C)OC(=O)N1[C@@H](C2=C(C=CC(=C2CC1)Cl)OCC=1N=NN(C1C(F)F)C)CN1CC2(CC2)CC1=O (S)-5-chloro-8-((5-(difluoromethyl)-1-methyl-1H-1,2,3-triazol-4-yl)methoxy)-1-((6-oxo-5-azaspiro[2.4]-heptan-5-yl)methyl)-3,4-dihydroisoquinoline-2(1H)-carboxylic acid tert-butyl ester